(2-(N,N-dimethylsulfamoyl)-3,4,5,6-tetrafluorophenoxy) azetidine-1-carboxylate N1(CCC1)C(=O)OOC1=C(C(=C(C(=C1F)F)F)F)S(N(C)C)(=O)=O